tert-butyl 6-[8-(1,3-benzothiazol-2-ylcarbamoyl)-3,4-dihydro-1H-isoquinolin-2-yl]-3-[3-[2-[(3S)-1-(2-ethoxy-2-oxo-ethyl)pyrrolidin-3-yl]ethoxy]-2-methyl-phenyl]pyridine-2-carboxylate S1C(=NC2=C1C=CC=C2)NC(=O)C=2C=CC=C1CCN(CC21)C2=CC=C(C(=N2)C(=O)OC(C)(C)C)C2=C(C(=CC=C2)OCC[C@H]2CN(CC2)CC(=O)OCC)C